[N+](=O)([O-])C1=C(C=CC(=C1)N=S(=O)=O)NCCCCCCCC(=O)OCC ethyl 8-(2-nitro-4-sulfonylamino-phenylamino)-octanoate